(+/-)-trans-methyl 3-((2-chloroquinazolin-4-yl)amino)bicyclo[2.2.2]octane-2-carboxylate ClC1=NC2=CC=CC=C2C(=N1)NC1C(C2CCC1CC2)C(=O)OC